OCCOC1=CC2=C(N=C(O2)NC2=NC3=C(N2C)C=CC(=C3)C(=O)NCCNC(OC(C)(C)C)=O)C=C1 tert-butyl (2-(2-((6-(2-hydroxyethoxy)benzo[d]oxazol-2-yl)amino)-1-methyl-1H-benzo[d]imidazole-5-carboxamido)ethyl)carbamate